1-tert-butyl 3-methyl 4-benzylpiperazine-1,3-dicarboxylate C(C1=CC=CC=C1)N1C(CN(CC1)C(=O)OC(C)(C)C)C(=O)OC